C(C)(=O)NCCN(C(=O)OC(C)(C)C)C[C@]1(C[C@H](N(C1)C(CNC(=O)C=1C=CC=2C(C3=CC=CC=C3C2C1)(F)F)=O)C(=O)O)F (2S,4R)-4-(((2-acetamidoethyl)(tert-butoxycarbonyl)amino)methyl)-1-((9,9-difluoro-9H-fluorene-3-carbonyl)glycyl)-4-fluoropyrrolidine-2-carboxylic acid